CC1=C(C=CC=C1COC1=CC(=C(C=O)C=C1Cl)O)C1=C(C(=CC=C1)COC1=CC(=C(C=O)C=C1Cl)O)C 4,4'-(((2,2'-dimethyl-[1,1'-biphenyl]-3,3'-diyl)bis(methylene))bis(oxy))bis(5-chloro-2-hydroxybenzaldehyde)